(17β)-estra-1,3,5(10)-trien-3,15,16,17-tetrol C[C@@]12[C@H](C(C([C@H]1[C@@H]1CCC=3C=C(C=CC3[C@H]1CC2)O)O)O)O